5-amino-8-[2-(hydroxymethyl)-6-(trifluoromethyl)-4-pyridyl]-2-[(1-methylimidazol-2-yl)methyl]-7-phenyl-[1,2,4]triazolo[4,3-c]pyrimidin-3-one NC1=NC(=C(C=2N1C(N(N2)CC=2N(C=CN2)C)=O)C2=CC(=NC(=C2)C(F)(F)F)CO)C2=CC=CC=C2